NC1=NC=2C=C(C(=CC2C2=C1C(=NN2C)C)C(=O)N([C@H]2COC1=C2C=CC(=C1)S(F)(F)(F)(F)F)C)F 4-amino-7-fluoro-N,1,3-trimethyl-N-((3R)-6-(pentafluoro-lambda6-sulfanyl)-2,3-dihydro-1-benzofuran-3-yl)-1H-pyrazolo[4,3-c]quinoline-8-carboxamide